C(CCC)C1(CS(C2=C(N(C1)C1=CC=CC=C1)C=C(C(=C2)O)Cl)(=O)=O)CCCC 3,3-dibutyl-7-chloro-8-hydroxy-5-phenyl-2,3,4,5-tetrahydro-1,5-benzothiazepine 1,1-dioxide